(2R,3R,4R,5R)-2-cyano-2-(4-isobutyramidopyrrolo[2,1-f][1,2,4]triazin-7-yl)-5-(((isopropoxycarbonyl)oxy)methyl)tetrahydrofuran-3,4-diyl bis(2-methylpropanoate) CC(C(=O)O[C@H]1[C@@](O[C@@H]([C@H]1OC(C(C)C)=O)COC(=O)OC(C)C)(C1=CC=C2C(=NC=NN21)NC(C(C)C)=O)C#N)C